N1CC(C1)OCCO 2-(azetidin-3-yloxy)ethan-1-ol